ClC=1C=C(C=CC1F)C(C=1NC=C(N1)S(=O)(=O)C(C)C)C1=CC(=C(C=C1)F)Cl 2-(bis(3-chloro-4-fluorophenyl)methyl)-4-(isopropylsulfonyl)-1H-imidazole